C(C1=CC=CC=C1)N1CC2(C1)CC(C2)NC(=O)N2[C@@H](CN([C@H](C2)C)C2=NC1=CC=C(C=C1N=C2)C(F)(F)F)C (2R,5S)-N-{2-benzyl-2-azaspiro[3.3]heptan-6-yl}-2,5-dimethyl-4-[6-(trifluoromethyl)quinoxalin-2-yl]piperazine-1-carboxamide